ClC1=CC=C(C(=N1)C=1N=NN(N1)C1CN(C1)C(=O)OC(C)(C)C)NC(C)C=1C=C(C=C2C(N(C=3N(C12)C=NC3C(N(C)C)=O)C)=O)C tert-butyl 3-(5-(6-chloro-3-((1-(3-(dimethylcarbamoyl)-4,7-dimethyl-5-oxo-4,5-dihydroimidazo[1,5-a]quinazolin-9-yl)ethyl)amino)pyridin-2-yl)-2H-tetrazol-2-yl)azetidine-1-carboxylate